8-(4-chlorophenoxy)chroman-4-one O-toluenesulfonyl oxime C(C1=CC=CC=C1)S(=O)(=O)ON=C1CCOC2=C(C=CC=C12)OC1=CC=C(C=C1)Cl